(S)-3-((2-chloro-5-(5-((4,4-difluoropiperidin-1-yl)methyl)pyrazin-2-yl)pyridin-4-yl)amino)butan-1-ol ClC1=NC=C(C(=C1)N[C@H](CCO)C)C1=NC=C(N=C1)CN1CCC(CC1)(F)F